CC1=C2C(=NC(=C1)C)OC1=C(C2=O)C(OC2=CC=CC=C21)=O 8,10-dimethyl-6H,7H-chromeno[3',4':5,6]pyrano[2,3-b]pyridine-6,7-dione